(2R,4R)-4-((3-fluoro-6-((5-methyl-1H-pyrazol-3-yl)amino)-4-(1-methylazetidin-3-yl)pyridin-2-yl)methyl)-2-methyl-1-((2-(trifluoromethyl)phenyl)sulfonyl)piperidine-4-carboxylic acid FC=1C(=NC(=CC1C1CN(C1)C)NC1=NNC(=C1)C)C[C@@]1(C[C@H](N(CC1)S(=O)(=O)C1=C(C=CC=C1)C(F)(F)F)C)C(=O)O